1,1'-Bis-(diphenylphosphino)ferrocene palladium dichloride [Pd](Cl)Cl.C1(=CC=CC=C1)P([C-]1C=CC=C1)C1=CC=CC=C1.[C-]1(C=CC=C1)P(C1=CC=CC=C1)C1=CC=CC=C1.[Fe+2]